3-(6-fluoropyridin-3-yl)-2-(4-(4-methyl-4H-1,2,4-triazol-3-yl)piperidin-1-yl)-6-(1-(piperidin-4-yl)-1H-pyrazol-4-yl)benzonitrile FC1=CC=C(C=N1)C=1C(=C(C#N)C(=CC1)C=1C=NN(C1)C1CCNCC1)N1CCC(CC1)C1=NN=CN1C